CC1(CN(C=2N=C(N=CC21)C=C)C2=CC=C(C=C2)OC2=CC=CC=C2)C 5,5-dimethyl-7-(4-phenoxyphenyl)-2-vinyl-6,7-dihydro-5H-pyrrolo[2,3-d]pyrimidine